FC(OC=1C=CC=C(C(=O)NC23CCC(CC2)(CC3)C(F)(F)F)C1)(F)F 5-(trifluoromethoxy)-N-(4-(trifluoromethyl)bicyclo[2.2.2]oct-1-yl)benzamide